2,2-Dimethyl-5-((pyridin-3-ylamino)methyl)1,3-dioxane-4,6-dione CC1(OC(C(C(O1)=O)CNC=1C=NC=CC1)=O)C